2-[(4-vinylphenyl)methoxy]-N,N-dimethylethylamine C(=C)C1=CC=C(C=C1)COCCN(C)C